(R)-4-(4-((1-(3-(difluoromethyl)-2-fluorophenyl)ethyl)amino)-7-oxopyrido[3,4-d]pyridazin-6(7H)-yl)piperidine-1-carboxylic acid tert-butyl ester C(C)(C)(C)OC(=O)N1CCC(CC1)N1C=C2C(=NN=CC2=CC1=O)N[C@H](C)C1=C(C(=CC=C1)C(F)F)F